(4-fluorophenyl)(3-methoxypyridin-2-yl)methanol FC1=CC=C(C=C1)C(O)C1=NC=CC=C1OC